Tert-butyl (Z)-2-((3-benzyl-5-(2-methyl-3-nitrophenyl)pyrazin-2-yl)amino)-3-(furan-2-yl)acrylate C(C1=CC=CC=C1)C=1C(=NC=C(N1)C1=C(C(=CC=C1)[N+](=O)[O-])C)N\C(\C(=O)OC(C)(C)C)=C/C=1OC=CC1